tert-butyl-dimethyl-[2-(2-methyl-oxiran-2-yl)ethoxy]silane C(C)(C)(C)[Si](OCCC1(OC1)C)(C)C